7-((((1s,3s)-3-methylcyclobutyl)amino)methyl)-1H-pyrrolo[3,2-b]pyridine-5-carboxylic acid CC1CC(C1)NCC1=C2C(=NC(=C1)C(=O)O)C=CN2